(S)-4-((2-(3,5-dimethyl-1H-pyrazol-1-yl)ethyl)(4-(5,6,7,8-tetrahydro-1,8-naphthyridin-2-yl)butyl)amino)-2-((5-phenylpyridin-2-yl)amino)butanoic acid CC1=NN(C(=C1)C)CCN(CC[C@@H](C(=O)O)NC1=NC=C(C=C1)C1=CC=CC=C1)CCCCC1=NC=2NCCCC2C=C1